3-methyl-2-(N-methyl-2-phenoxyacetamido)butyramide CC(C(C(=O)N)N(C(COC1=CC=CC=C1)=O)C)C